C(C=CC)P(OC(C)C)(OC(C)C)=O di-isopropyl 2-butenylphosphonate